C(#N)C1=CC(=C(C(=O)NC2=C(C=CC(=C2)C(NC2=C(C=C(C=C2Cl)C(C(C(F)(F)F)(F)F)(C(F)(F)F)F)Cl)=O)C#N)C=C1)C 4-cyano-N-[2-cyano-5-[[2,6-dichloro-4-[1,2,2,3,3,3-hexafluoro-1-(trifluoromethyl)propyl]phenyl]carbamoyl]phenyl]-2-methylbenzamide